phosphorus-oxygen salt [O].[P]